(1R,6S)-6-(methoxycarbonyl)-6-methylcyclohex-3-ene-1-carboxylic acid COC(=O)[C@]1(CC=CC[C@H]1C(=O)O)C